NC=1C=C(C=C2C=C(N=CC12)NC(=O)NC(C)C)N1C(OC[C@H]1C)=O |r| (±)-1-[8-amino-6-(4-methyl-2-oxo-oxazolidin-3-yl)-3-isoquinolinyl]-3-isopropyl-urea